potassium (piperidin-1-yl)methyltrifluoroborate N1(CCCCC1)C[B-](F)(F)F.[K+]